C1(CC1)C1=CN(C2=NC=C(C=C21)C(=O)N(C(CC2=CC=CC=C2)(C)C)C)C 3-cyclopropyl-N,1-dimethyl-N-(2-methyl-1-phenylpropan-2-yl)-1H-pyrrolo[2,3-b]pyridine-5-carboxamide